ClC=1C=CC(=C(CN(C(=O)C=2C(=NN(C2F)C)C(F)F)C2CC2)C1)CC N-(5-chloro-2-ethylbenzyl)-N-cyclopropyl-3-(difluoromethyl)-5-fluoro-1-methyl-1H-pyrazole-4-carboxamide